tert-Butyl 4-(1,2,4-thiadiazol-5-yl)piperidine-1-carboxylate S1N=CN=C1C1CCN(CC1)C(=O)OC(C)(C)C